(S)-(1-methylpyrrolidine-2-yl)methanol tert-butyl-(2S,5S)-5-(((tert-butyldiphenylsilyl)oxy)methyl)-2-((2-(4-fluorobenzofuran-7-yl)propan-2-yl)carbamoyl)morpholine-4-carboxylate C(C)(C)(C)C1N([C@@H](CO[C@@H]1C(NC(C)(C)C1=CC=C(C=2C=COC21)F)=O)CO[Si](C2=CC=CC=C2)(C2=CC=CC=C2)C(C)(C)C)C(=O)OC[C@H]2N(CCC2)C